C(C)(C)(C)OC(=O)N1C[C@@H](CCC1)C(=O)NC1=NN(C2=CC=C(C=C12)C1=C(C=CC(=C1)C#N)Cl)C(=O)OCC(C)C 2-Methylpropyl 3-({[(3R)-1-(tert-butoxycarbonyl)piperidin-3-yl]carbonyl}amino)-5-(2-chloro-5-cyanophenyl)-1H-indazole-1-carboxylate